5-((3,5-dichloropyridin-4-yl)thio)-N-(7-methyl-1,1-dioxido-2,3-dihydrobenzo[b]thiophen-6-yl)-1,3,4-thiadiazole-2-carboxamide ClC=1C=NC=C(C1SC1=NN=C(S1)C(=O)NC=1C=CC2=C(S(CC2)(=O)=O)C1C)Cl